ClC[C@@H]1CNC(O1)=O (S)-5-chloromethyl-2-oxazolidinone